OC[C@@H](CC1CCC=C(O1)C(=O)O)OC 6-[(1R,2R)-3-hydroxy-2-methoxypropyl]-5,6-dihydro-4H-pyran-2-carboxylic acid